ClC1=NC=C(C(=N1)N1[C@H](COC2(CC2)C1)C)Cl (S)-7-(2,5-dichloropyrimidin-4-yl)-6-methyl-4-oxa-7-azaspiro[2.5]octane